2,5-diformylpyrrole nickel dibromide [Ni](Br)Br.C(=O)C=1NC(=CC1)C=O